C1=CC=CC=2C3=CC=CC=C3C(C12)COC(=O)N([C@H](C(=O)O)CC1=NC=CC=N1)C (S)-2-((((9H-fluoren-9-yl)methoxy)carbonyl)(methyl)amino)-3-(pyrimidin-2-yl)propanoic acid